1-[4-(Bromomethyl)piperidin-1-yl]ethanone BrCC1CCN(CC1)C(C)=O